C(\C=C/CCCCCC)OC(CCCCCCCCC(CCCCCCCCC)CCN(C)C)=O 10-(2-(dimethylamino)ethyl)-nonadecanoic acid (Z)-non-2-en-1-yl ester